butyl N-[2-[4-[3-bromo-4-[[4-methylpent-2-enoyl]amino]phenoxy]-3,5-dichloro-phenyl]-3,5-dioxo-1,2,4-triazin-6-yl]carbamate BrC=1C=C(OC2=C(C=C(C=C2Cl)N2N=C(C(NC2=O)=O)NC(OCCCC)=O)Cl)C=CC1NC(C=CC(C)C)=O